[N+](=O)([O-])C=1C=C(C=CC1)C1=CC(=CC=C1)C1=NC(=NO1)C1N(CCC1)C#N 2-(5-(3'-nitro-[1,1'-biphenyl]-3-yl)-1,2,4-oxadiazol-3-yl)pyrrolidine-1-carbonitrile